7-(4-(4-(benzo[b]thiophen-4-yl)piperazin-1-yl)butoxy)-2-oxo-N,N-ditetradecylquinoline-1(2H)-carboxamide S1C2=C(C=C1)C(=CC=C2)N2CCN(CC2)CCCCOC2=CC=C1C=CC(N(C1=C2)C(=O)N(CCCCCCCCCCCCCC)CCCCCCCCCCCCCC)=O